Cl.C(C)N1C[C@@H](CCC1)N (R)-1-Ethylpiperidin-3-amine HCl salt